5-[4-amino-5-(trifluoromethyl)pyrrolo[2,1-f][1,2,4]triazin-7-yl]-N-[(3R,4S)-1-(2-chloro-4,5-difluorobenzoyl)-4-fluoropyrrolidin-3-yl]-4-fluoro-2-methylbenzamide NC1=NC=NN2C1=C(C=C2C=2C(=CC(=C(C(=O)N[C@@H]1CN(C[C@@H]1F)C(C1=C(C=C(C(=C1)F)F)Cl)=O)C2)C)F)C(F)(F)F